CC/C=C\CC(/C=C/C=C\C/C=C\C/C=C\C/C=C\CCC(=O)O)O (+/-)-17-Hydroxy-4Z,7Z,10Z,13Z,15E,19Z-docosahexaenoic acid